[4-(2,6-Dimethoxyphenyl)-5-(5-methyl-2-furyl)-1,2,4-triazol-3-yl]methanol COC1=C(C(=CC=C1)OC)N1C(=NN=C1C=1OC(=CC1)C)CO